CC=1N=C(SC1)NC1=CC(=NC=C1)N1C(CCC1)=O 1-(4-((4-Methylthiazol-2-yl)amino)pyridin-2-yl)pyrrolidin-2-one